C(C)(C)(C)OCCCCCl 1-(tert-butoxy)-4-chlorobutane